5-(3-Fluoropyridin-2-yl)-7-hydroxy-6,7-dihydro-5H-pyrrolo[1,2-b][1,2,4]triazole-2-carboxylic acid ethyl ester C(C)OC(=O)C=1N=C2N(N1)C(CC2O)C2=NC=CC=C2F